CC1=NC=C(C(=N1)C)OC1CCC(CC1)CCN1N=C(C2=C1CCC2)C(=O)N2CCC(CC2)NC(C)=O N-(1-(1-(2-((1s,4s)-4-((2,4-Dimethylpyrimidin-5-yl)oxy)cyclohexyl)ethyl)-1,4,5,6-tetrahydrocyclopenta[c]pyrazol-3-carbonyl)piperidin-4-yl)acetamid